BrC1=C2CCN(CC2=CC(=C1)NC=1N=NC(=C(N1)NC1=C(C=CC=C1CO)F)C(=O)N)C ((5-bromo-2-methyl-1,2,3,4-tetrahydroisoquinolin-7-yl)amino)-5-((2-fluoro-6-(hydroxymethyl)phenyl)amino)-1,2,4-triazine-6-carboxamide